2-(7-(4-chlorophenyl)-2-(ethylthio)pyrazolo[1,5-a]pyrimidin-3-yl)-3-methyl-6-(trifluoromethyl)-3H-imidazo[4,5-b]pyridine ClC1=CC=C(C=C1)C1=CC=NC=2N1N=C(C2C2=NC=1C(=NC=C(C1)C(F)(F)F)N2C)SCC